C(CCCCC)OC1=C(OCCCNC2=CC=NC3=CC=CC=C23)C=CC=C1 N-{3-[2-(Hexyloxy)phenoxy]propyl}quinolin-4-amine